(R)-2-((acetyl-L-cysteinyl)oxy)propionic acid C(C)(=O)N[C@@H](CS)C(=O)O[C@@H](C(=O)O)C